(trans)-2-hexenoic acid C(\C=C\CCC)(=O)O